COC1=CC=C(C=C1)NC1CN(CCC1)C(=O)OC(C)(C)C tert-butyl 3-[(4-methoxyphenyl)amino]piperidine-1-carboxylate